FC1=C(C=CC=C1)[S@](=O)OC1CCC2(C3CCC4(C(CCC4C3CCC2C1)=O)C)C 10,13-dimethyl-17-oxohexadecahydro-1H-cyclopenta[a]phenanthren-3-yl (R)-2-fluorobenzenesulfinate